tert-butyl (S)-3-(1H-1,2,4-triazol-1-yl)pyrrolidin-1-carboxylate N1(N=CN=C1)[C@@H]1CN(CC1)C(=O)OC(C)(C)C